2-amino-3-fluorobenzaldehyde NC1=C(C=O)C=CC=C1F